[Au]Cl.CC1=NN(C(=C1[N+](=O)[O-])C)C1CCN(CC1)S(=O)(=O)C 4-(3,5-dimethyl-4-nitro-1H-pyrazol-1-yl)-1-(methylsulfonyl)piperidine gold (i) chloride